S1C(=CC=C1)CNC(C)=O N-(thiophen-2-ylmethyl)-acetamide